tert-butyl (R)-4-(1-(3-bromo-2-carbamoylphenyl)-3,3-dimethyl-2-oxoindolin-6-yl)-3-ethylpiperazine-1-carboxylate BrC=1C(=C(C=CC1)N1C(C(C2=CC=C(C=C12)N1[C@@H](CN(CC1)C(=O)OC(C)(C)C)CC)(C)C)=O)C(N)=O